8-(6-methoxypyridin-3-yl)-1-(4-(piperazin-1-yl)-3-(trifluoromethyl)phenyl)-5-(2-(piperidine-1-yl)ethyl)-1,5-dihydro-4H-[1,2,3]triazolo[4,5-c]quinolin-4-one COC1=CC=C(C=N1)C1=CC=2C3=C(C(N(C2C=C1)CCN1CCCCC1)=O)N=NN3C3=CC(=C(C=C3)N3CCNCC3)C(F)(F)F